FC1=CC=C(CC=2C=C(C=CC2)[C@@H]2N(OCC2)C2=CC(=NC=N2)NC=2C(=CC(=C(C2)NC(C=C)=O)N2CCN(CC2)C)OC)C=C1 (R)-N-(5-((6-(3-(3-(4-fluorobenzyl)phenyl)isoxazolidin-2-yl)pyrimidin-4-yl)amino)-4-methoxy-2-(4-methylpiperazin-1-yl)phenyl)acrylamide